rac-(4aR,8aS)-6-(4-((5,6-Dihydro-4H-cyclopenta[d]thiazol-2-yl)methyl)piperidine-1-carbonyl)hexahydro-2H-pyrido[4,3-b][1,4]oxazin-3(4H)-one S1C(=NC2=C1CCC2)CC2CCN(CC2)C(=O)N2C[C@@H]1[C@@H](OCC(N1)=O)CC2 |r|